4-(3-(3-benzyl-1-(4-chlorophenyl)-2,5-dioxoimidazolin-4-yl)propanamido)-N-hydroxybenzamide C(C1=CC=CC=C1)N1C(N(C(C1CCC(=O)NC1=CC=C(C(=O)NO)C=C1)=O)C1=CC=C(C=C1)Cl)=O